5,10,15,20-tetracarboxyphenylporphyrin C(=O)(O)C=1C=CC=C(C1)C1=C2NC(=C1)C=C1C=CC(=N1)C(=C1C=CC(N1)=C(C=1C=CC(N1)=C2C(=O)O)C(=O)O)C(=O)O